3-(7-(3-butyl-5-(diaminomethylene)-2,4,6-trioxotetrahydropyrimidin-1(2H)-yl)-2-azaspiro[3.5]nonan-2-yl)oxetane-3-carbonitrile C(CCC)N1C(N(C(C(C1=O)=C(N)N)=O)C1CCC2(CN(C2)C2(COC2)C#N)CC1)=O